5-methyl-1-neopentyl-4-(4,4,5,5-tetramethyl-1,3,2-dioxaborolan-2-yl)-1H-pyrazole CC1=C(C=NN1CC(C)(C)C)B1OC(C(O1)(C)C)(C)C